C1(OCCCCCCO1)=O Hexylene Carbonate